C(CC(=O)N)[C@H](C(=O)O)N D-(-)-Glutamine